COC=1C=NC2=C3C=4CC[C@H](NC(C4SC3=CC=C2N1)=O)C (15R)-5-Methoxy-15-methyl-11-thia-3,6,14-triazatetracyclo[8.8.0.02,7.012,18]octadeca-1,3,5,7,9,12(18)-hexaen-13-one